N[C@H](COCCNC(C1=C(C=C(C=C1)NC=1C=2N(C=CN1)C(=CN2)C=2C(=NN(C2)CC(F)F)C(F)(F)F)CC)=O)C N-[2-[(2S)-2-aminopropoxy]ethyl]-4-[[3-[1-(2,2-difluoroethyl)-3-(trifluoromethyl)pyrazol-4-yl]imidazo[1,2-a]pyrazin-8-yl]amino]-2-ethylbenzamide